BrCCOC1=CC=C(OC2=C(C=C3C=NN(C3=C2)C)C(=O)N)C=C1 6-[4-(2-bromoethoxy)phenoxy]-1-methyl-indazole-5-carboxamide